5-Isocyanato-1-(4-isocyanatobut-1-yl)-1,3,3-trimethyl-cyclohexane N(=C=O)C1CC(CC(C1)(C)CCCCN=C=O)(C)C